2,6-bis((S)-4-isopropyl-5,5-diphenyl-4,5-dihydrooxazol-2-yl)pyridine C(C)(C)[C@@H]1N=C(OC1(C1=CC=CC=C1)C1=CC=CC=C1)C1=NC(=CC=C1)C=1OC([C@@H](N1)C(C)C)(C1=CC=CC=C1)C1=CC=CC=C1